[C-]1(C=CC=C1)C(C(=O)N)C.[CH-]1C=CC=C1.[Fe+2] ferrocenyl-propionamide